C(CCCCC)(=O)SCC[Si](OCC)(OCC)OCC 2-hexanoylthioethyltriethoxysilane